C(#N)C1=CC(=C(C(=C1)C)C1=CC(=CC=C1)C1=NC(=NN1C1=C(C=C(C=C1C)C)C)C)C 5-(4'-cyano-2',6'-dimethyl-1,1'-biphenyl-3-yl)-3-methyl-1-(2,4,6-trimethylphenyl)-1H-1,2,4-triazole